F[C@H]1[C@@H]2CC[C@H](C[C@H]1NC(OCC1=CC=CC=C1)=O)N2 |r| rac-benzyl N-[(1S,2S,3R,5R)-2-fluoro-8-azabicyclo[3.2.1]octan-3-yl]carbamate